2-ethyl-butenal C(C)C(C=O)=CC